COC(C1=C(C=C(C(=C1)F)[N+](=O)[O-])Br)=O.FC=1C(=C(C=CC1F)C(=O)N1CC(C1)([C@H]1NCCCC1)O)NC1=C(C=C(C=C1)I)F (S)-[3,4-Difluoro-2-(2-fluoro-4-iodophenylamino)phenyl][3-hydroxy-3-(piperidin-2-yl)azetidin-1-yl]-methanone methyl-2-bromo-5-fluoro-4-nitrobenzoate